CC(CC[Si](OC)(OC)OC)=C 3-methyl-3-butenyltrimethoxysilane